C(C(=C)C)(=O)OCCC1(CC(=C(C(=O)O)C=C1)C(=O)O)C(=O)O 4-Methacryloxyethyl-trimellitic acid